tantalum pentaethanolate C(C)[O-].C(C)[O-].C(C)[O-].C(C)[O-].C(C)[O-].[Ta+5]